8-fluoro-7-methoxyquinazoline-2,4-diol FC=1C(=CC=C2C(=NC(=NC12)O)O)OC